ClC=1C=C(C=CC1)C1CC(C(N(C1C)CC(F)(F)F)=O)NC(OC(C)(C)C)=O tert-Butyl (5-(3-chlorophenyl)-6-methyl-2-oxo-1-(2,2,2-trifluoroethyl)piperidin-3-yl)carbamate